6-(2-morpholinylpyrimidin-5-yl)-3-phenyl-2,3-dihydropyrazolo[1,2-a]indazol-9(1H)-one N1(CCOCC1)C1=NC=C(C=N1)C=1C=CC=2C(N3N(C2C1)C(CC3)C3=CC=CC=C3)=O